tert-butyl (1S,4R)-2-(benzyl(methyl)amino)-7-azabicyclo[2.2.1]heptane-7-carboxylate C(C1=CC=CC=C1)N(C1[C@@H]2CC[C@H](C1)N2C(=O)OC(C)(C)C)C